chloro-[3-(trifluoromethyl)-1-bicyclo[1.1.1]pentanyl]zinc Cl[Zn]C12CC(C1)(C2)C(F)(F)F